7-(2,7-dichloro-8-fluoro-pyrido[4,3-d]pyrimidin-4-yl)-2,7-diazaspiro[4.5]decan-3-one ClC=1N=C(C2=C(N1)C(=C(N=C2)Cl)F)N2CC1(CC(NC1)=O)CCC2